FC(C(C(C(C(F)(F)F)(F)F)(F)F)(F)F)(F)OCCOCCOCCOCCOCCOCCO hexaethylene glycol perfluoropentyl ether